NC1=CC=C(C(=N1)C=1C(=CC=2C(=NSC2N2CCN(CC2)C(=O)OC(C)(C)C)C1F)Cl)Cl tert-Butyl 4-(6-(6-amino-3-chloropyridin-2-yl)-5-chloro-7-fluorobenzo[c]isothiazol-3-yl)piperazine-1-carboxylate